3-bromo-4-cyclopropyl-1-methyl-1-azaspiro[4.5]deca-3,6,9-triene-2,8-dione BrC=1C(N(C2(C1C1CC1)C=CC(C=C2)=O)C)=O